(S)-(1,3-Dimethyl-azetidin-3-yl)-[3-(tetrahydro-pyran-4-yloxy)-phenyl]-(4-trifluoromethoxy-phenyl)-methanol CN1CC(C1)(C)[C@](O)(C1=CC=C(C=C1)OC(F)(F)F)C1=CC(=CC=C1)OC1CCOCC1